COC=1N=NC(=CC1)OC1CCNCC1 3-methoxy-6-(piperidin-4-yloxy)pyridazine